FC1=CC=C(C=C1)N(C(=O)C1=CC(=C2C(=N1)N(C=N2)C=2C=CC(=NC2)NC(OC)=O)C)C methyl N-[5-[5-[(4-fluorophenyl)-methyl-carbamoyl]-7-methyl-imidazo[4,5-b]pyridin-3-yl]-2-pyridyl]carbamate